(2-FORMYL-IMIDAZOL-1-YL)-PHENYL-ACETIC ACID C(=O)C=1N(C=CN1)C(C(=O)O)C1=CC=CC=C1